ClC1=CC2=C(C(=N1)C(C)(C)O)N(C(N2C)=O)C 6-Chloro-4-(2-hydroxypropan-2-yl)-1,3-dimethyl-1,3-dihydro-2H-imidazo[4,5-c]pyridin-2-one